N-{1-[2-methoxy-5-(3-(pyridin-3-yl)-1H-7-azaindazol-5-yl)pyridin-3-yl]propyl}-9H-purin-6-amine COC1=NC=C(C=C1C(CC)NC1=C2N=CNC2=NC=N1)C=1C=C2C(=NNC2=NC1)C=1C=NC=CC1